(isopropyl-d7)(methyl-d3)[(methyl-d3)benzofuropyridinyl]pyridine C(C([2H])([2H])[2H])(C([2H])([2H])C1=C(C(=NC=C1)C1=NC2=C(C=C1C([2H])([2H])[2H])OC1=C2C=CC=C1)C([2H])([2H])[2H])([2H])[2H]